C1N(CCC2=CC=CC=C12)[C@@H]1[C@H](CN(CC1)C(=O)C1=CC(=NC=N1)NC=1C=C(C=CC1)N1C(CCC1)=O)O trans-1-(3-((6-((3S,4S)-4-(3,4-dihydroisoquinolin-2(1H)-yl)-3-hydroxypiperidin-1-carbonyl)pyrimidin-4-yl)amino)phenyl)pyrrolidin-2-one